COC=1C=C2C(=CN(C(C2=CC1OC)=O)C1=CC(=NC=C1)NC)C(=O)N1CCCCC1 6,7-dimethoxy-2-(2-(methylamino)pyridin-4-yl)-4-(piperidine-1-carbonyl)isoquinolin-1(2H)-one